FC1=C2C(=NN(C2=CC=C1F)C1OCCCC1)CCN(C)C 2-(4,5-difluoro-1-(tetrahydro-2H-pyran-2-yl)-1H-indazol-3-yl)-N,N-dimethylethan-1-amine